(3-(bromomethyl)-5-fluorobenzyl)(methyl)ethyl phosphite P(OCC(C)CC1=CC(=CC(=C1)F)CBr)([O-])[O-]